1-(4-bromo-3-fluorobenzyl)pyridin-2(1H)-one BrC1=C(C=C(CN2C(C=CC=C2)=O)C=C1)F